BrC1(O)[C@H](O)[C@@H](O)[C@H](O)[C@H](O1)CO bromoglucopyranose